6-({(1r,2S)-2-[(3-fluoropropoxy)methyl]cyclopropyl}methoxy)-N-[(2S)-1-hydroxy-3-methylbutan-2-yl]-5-(3-methoxyphenylazetidin-1-yl)pyridine-2-carboxamide FCCCOC[C@@H]1[C@@H](C1)COC1=C(C=CC(=N1)C(=O)N[C@H](CO)C(C)C)N1C(CC1)C1=CC(=CC=C1)OC